N1CCC(CC1)NC=1C=2N(C=C(N1)C1=CC=NC=C1)C=C(N2)C(=O)N 8-(Piperidin-4-ylamino)-6-pyridin-4-yl-imidazo[1,2-a]pyrazine-2-carboxylic acid amide